2-(benzofuran-2-yl)-7-fluoroquinazolin-4(3H)-one O1C(=CC2=C1C=CC=C2)C2=NC1=CC(=CC=C1C(N2)=O)F